C(C)(=O)NC=1N=C2N(N=C(C=C2)C=2C=C(C(=NC2C)C)C(=O)NCC2=C(C=CC=C2)OC(F)(F)F)C1 5-{2-acetamidoimidazo[1,2-b]pyridazin-6-yl}-2,6-dimethyl-N-{[2-(trifluoro-methoxy)phenyl]methyl}pyridine-3-carboxamide